BrC1=CC2=C(C3=C(N(C(=C3CC2)C)C=2C=CC=C3C=CC(=CC23)O)C2=C(C=CC=C2)C(C)C)C=C1 8-(7-bromo-1-(2-isopropylphenyl)-3-methyl-4,5-dihydro-2H-benzo[e]isoindol-2-yl)naphthalen-2-ol